(S)-7-(2-((4-(2,4-dimethylpiperazin-1-yl)-2-ethylphenyl)amino)-5-(trifluoromethyl)pyrimidin-4-yl)-2,3-dihydro-5H-thieno[3,2-e][1,4]oxathiepine 1,1-dioxide C[C@@H]1N(CCN(C1)C)C1=CC(=C(C=C1)NC1=NC=C(C(=N1)C1=CC=2S(CCOCC2S1)(=O)=O)C(F)(F)F)CC